2-(4-chloro-2-methoxy-phenyl)-6-methylsulfanyl-pyrazolo[3,4-b]pyridine ClC1=CC(=C(C=C1)N1N=C2N=C(C=CC2=C1)SC)OC